FC1=CC=2N(C3=CC=CC=C3C2C(=C1)F)C1=CC=CC=C1 2,4-difluoro-9-phenyl-9H-carbazole